N(=O)O.C(C1=CN=CC=C1)(=O)O nicotinic acid nitrite